O=C1\C(\CCCC1)=C/[O-].[K+] potassium (Z)-(2-oxocyclohexylidene)methanolate